rel-{(3aS,4R,6aR)-4-[(6-chloro-3-pyridazinyl)(3-methoxypropyl)amino]hexahydrocyclopenta[c]pyrrole-2(1H)-yl}[5-(difluoromethyl)-2-thienyl]methanone ClC1=CC=C(N=N1)N([C@@H]1CC[C@H]2CN(C[C@H]21)C(=O)C=2SC(=CC2)C(F)F)CCCOC |o1:8,11,15|